4-(5-Methylhexahydropyrrolo[3,4-c]pyrrol-2(1H)-yl)-N-((4-(((R)-1-(phenylthio)-4-(piperazin-1-yl)butan-2-yl)amino)-3-((trifluoromethyl)sulfonyl)phenyl)sulfonyl)benzamide CN1CC2C(C1)CN(C2)C2=CC=C(C(=O)NS(=O)(=O)C1=CC(=C(C=C1)N[C@@H](CSC1=CC=CC=C1)CCN1CCNCC1)S(=O)(=O)C(F)(F)F)C=C2